1-(5-phenyl-4H-1,2,4-triazol-3-yl)methanamine C1(=CC=CC=C1)C=1NC(=NN1)CN